(2S,4R)-1-[(2S)-2-[4-[(3-chlorophenoxy)methyl]triazol-1-yl]-3,3-dimethyl-butanoyl]-4-hydroxy-N-methyl-pyrrolidine-2-carboxamide ClC=1C=C(OCC=2N=NN(C2)[C@H](C(=O)N2[C@@H](C[C@H](C2)O)C(=O)NC)C(C)(C)C)C=CC1